C(C)N1C(C=CC(=C1C1=C(C=C(C=C1F)F)F)C)=O 1-ethyl-5-methyl-6-(2,4,6-trifluorophenyl)pyridin-2(1H)-one